CNC=1C(C(C1NCCCNC)=O)=O (methylamino)-4-((3-(methylamino)propyl)amino)cyclobut-3-ene-1,2-dione